tripropyleneglycol methyl n-butyl ether C(CCC)OCC(OCC(OCC(C)OC)C)C